2-[(5-fluoro-2-pyridyl)oxymethyl]-6-(o-tolyl)imidazo[1,2-a]pyrimidine FC=1C=CC(=NC1)OCC=1N=C2N(C=C(C=N2)C2=C(C=CC=C2)C)C1